CC1(C[NH2+]C1)NC(=O)C=1C=C(C=CC1)[C@@H](CCN1CCC(CC1)C(=O)O)NC(=O)C=1SC2=NC=3C(CCCC3C=C2N1)C(C)(C)C |r| 1-[rac-(3R)-3-[3-[(3-methylazetidin-1-ium-3-yl)carbamoyl]phenyl]-3-[[rac-(7S)-tert-butyl-5,6,7,8-tetrahydrothiazolo[5,4-b]quinoline-2-carbonyl]amino]propyl]piperidine-4-carboxylic acid